Glutaminylthreonine N[C@@H](CCC(N)=O)C(=O)N[C@@H]([C@H](O)C)C(=O)O